[N+](=O)([O-])C1=C(N)C=C(C=C1)N1CCCC1 2-nitro-5-(pyrrolidin-1-yl)aniline